5-((1S,4S)-5-(4-(2-(2-Aminopyridin-3-yl)-5-phenyl-3H-imidazo[4,5-b]pyridin-3-yl)benzyl)-2,5-diazabicyclo[2.2.1]heptane-2-carbonyl)-2-hydroxybenzaldehyde NC1=NC=CC=C1C1=NC=2C(=NC(=CC2)C2=CC=CC=C2)N1C1=CC=C(CN2[C@@H]3CN([C@H](C2)C3)C(=O)C=3C=CC(=C(C=O)C3)O)C=C1